2,6-dihydroxydibenzopara-dioxine OC1=CC2=C(OC3=C(O2)C=CC=C3O)C=C1